1-(oxetan-3-ylmethyl)-3-(4-(4,4,5,5-tetramethyl-1,3,2-dioxaborolan-2-yl)benzyl)imidazolin-2-one O1CC(C1)CN1C(N(CC1)CC1=CC=C(C=C1)B1OC(C(O1)(C)C)(C)C)=O